3-(Benzyloxy)propanenitrile C(C1=CC=CC=C1)OCCC#N